diphosphorus thiourea NC(=S)N.[P].[P]